ClC=1C(=C(N(C1N1C(C(CC1)CC1=CC(=C(C(=C1)F)F)F)=O)COCC[Si](C)(C)C)C(=O)N)C1=CN=NC=C1 4-Chloro-5-(2-oxo-3-(3,4,5-trifluorobenzyl)pyrrolidin-1-yl)-3-(pyridazin-4-yl)-1-((2-(trimethylsilyl)ethoxy)methyl)-1H-pyrrole-2-carboxamide